(3S)-3-[4-(4-hydroxy-1-piperidinyl)indol-1-yl]piperidine-2,6-dione OC1CCN(CC1)C1=C2C=CN(C2=CC=C1)[C@@H]1C(NC(CC1)=O)=O